racemic-(2-Chloro-3-methoxyphenyl)((5R,9S)-3-(4-fluorophenyl)-2-methyl-4,5,6,7,8,9-hexahydro-2H-5,9-epiminocycloocta[c]pyrazol-10-yl)methanone ClC1=C(C=CC=C1OC)C(=O)N1[C@H]2CC=3C(=NN(C3C3=CC=C(C=C3)F)C)[C@@H]1CCC2 |r|